N-(4-([1,2,4]triazolo[1,5-c]pyrimidin-7-yloxy)-3-methylphenyl)-6-cyclopropoxy-5-((1R,SR)-2-methyl-2,6-diazabicyclo[3.2.0]heptan-6-yl)quinazolin-4-amine N=1C=NN2C=NC(=CC21)OC2=C(C=C(C=C2)NC2=NC=NC1=CC=C(C(=C21)N2[C@H]1CCN([C@@H]1C2)C)OC2CC2)C |&1:28|